3-(4-((3-((((adamantan-1-yl)methyl)amino)methyl)benzyl)thio)-1-oxoisoindolin-2-yl)piperidine-2,6-dione C12(CC3CC(CC(C1)C3)C2)CNCC=2C=C(CSC3=C1CN(C(C1=CC=C3)=O)C3C(NC(CC3)=O)=O)C=CC2